1-[4-(2-{4-amino-5-bromopyrrolo[2,1-f][1,2,4]triazin-6-yl}ethynyl)piperidin-1-yl]prop-2-en-1-one NC1=NC=NN2C1=C(C(=C2)C#CC2CCN(CC2)C(C=C)=O)Br